CN(C)CC1CCN(CC1)C1=C(C=C(C=N1)CC=1N=C2C(=NC(=NN2C1)OC(CC)CC)N)C (6-(4-((dimethylamino)methyl)piperidin-1-yl)-5-methylpyridin-3-ylmethyl)-2-(pentan-3-yloxy)imidazo[2,1-f][1,2,4]triazin-4-amine